potassium anthracenedicarboxylic acid C=1(C(=CC=C2C=C3C=CC=CC3=CC12)C(=O)O)C(=O)O.[K]